CC1=C(C=C(C=C1)NC(=O)N1C2C3=CC=CC=C3C1CC2)C2=NC=CC=C2 N-[4-methyl-3-(2-pyridinyl)phenyl]-11-azatricyclo[6.2.1.02,7]undec-2,4,6-triene-11-carboxamide